3-methoxypropionimidic acid ethyl ester hydrochloride Cl.C(C)OC(CCOC)=N